N[C@H]([C@@H](C)C1=C(C2=NC(=CC(=C2S1)NCC=1OC=CC1)Cl)C)C 2-[(2R,3S)-3-aminobutan-2-yl]-5-chloro-N-[(furan-2-yl)methyl]-3-methylthieno[3,2-b]pyridin-7-amine